2,5-difluorobenzophenone FC1=C(C(=O)C2=CC=CC=C2)C=C(C=C1)F